N-(5-((5-chloro-4-((3-chloro-2-(methylsulfonamido)phenyl)amino)pyrimidin-2-yl)amino)-2-((2-(dimethylamino)ethyl)(methyl)amino)-4-methoxyphenyl)acrylamide ClC=1C(=NC(=NC1)NC=1C(=CC(=C(C1)NC(C=C)=O)N(C)CCN(C)C)OC)NC1=C(C(=CC=C1)Cl)NS(=O)(=O)C